methyl p-hydroxybenzoate ethyl-p-hydroxybenzoate C(C)OC(C1=CC=C(C=C1)O)=O.OC1=CC=C(C(=O)OC)C=C1